C(C)(C)(C)OC(=O)N([C@@H](CCOC)C(=O)O)C N-(tert-Butoxycarbonyl)-N,O-dimethyl-L-homoserine